4,4'-di[6-(acryloyloxy)hexyloxy]azobenzene methyl-5-(naphthalen-2-yloxy)-1H-indazole-6-carboxylate COC(=O)C1=C(C=C2C=NNC2=C1)OC1=CC2=CC=CC=C2C=C1.C(C=C)(=O)OCCCCCCOC1=CC=C(C=C1)N=NC1=CC=C(C=C1)OCCCCCCOC(C=C)=O